C(C)OC1=CC=C(C=C1)C=1C(=NNN1)C1N(C2=CC=CC=C2C(N1)=O)C 2-[5-(4-Ethoxyphenyl)-2H-1,2,3-triazol-4-yl]-1-methyl-2,3-dihydro-quinazolin-4-one